FC1=CC=CC=2C(=N[C@@H](C(NC21)=O)NC(=O)C=2C(=NN1C2N=CC=C1)C=1C=NC(=CC1)N1CCOCC1)C1=CC=CC=C1 N-[(3S)-9-fluoro-2-oxo-5-phenyl-1,3-dihydro-1,4-benzodi-azepin-3-yl]-2-(6-morpholin-4-ylpyridin-3-yl)pyrazolo[1,5-a]-pyrimidine-3-carboxamide